2,2'-azobis(2-amidinopropane) tri-hydrochloride Cl.Cl.Cl.N(=NC(C)(C)C(N)=N)C(C)(C)C(N)=N